2-(2-(3,6-dihydro-2H-pyran-4-yl)-5-ethyl-7-oxo-6-(piperazin-1-yl)-[1,2,4]triazolo[1,5-a]pyrimidin-4(7H)-yl)-N-(5-fluoro-2-methyl-6-(trifluoromethyl)pyridin-3-yl)acetamide O1CCC(=CC1)C1=NN2C(N(C(=C(C2=O)N2CCNCC2)CC)CC(=O)NC=2C(=NC(=C(C2)F)C(F)(F)F)C)=N1